4-[[2-(5-Chloro-2-hydroxy-phenyl)acetyl]amino]-N-[3-(2,2-dimethylpropionylamino)-1,1-dimethyl-propyl]pyridine-2-carboxamide ClC=1C=CC(=C(C1)CC(=O)NC1=CC(=NC=C1)C(=O)NC(CCNC(C(C)(C)C)=O)(C)C)O